5-bromo-2-((1,1,1-trifluoro-3-methylbutan-2-yl)oxy)pyridine BrC=1C=CC(=NC1)OC(C(F)(F)F)C(C)C